FC(F)(F)C1=CC2=NC=CC(=C2S1)O (trifluoromethyl)thieno[3,2-b]pyridin-7-ol